2-methyl-9-[2-carboxy(3,6-methano-4-methyl-4-cyclohexenyl)]carbonyloxyanthracene CC1=CC2=C(C3=CC=CC=C3C=C2C=C1)OC(=O)C1C(C2C(=CC1C2)C)C(=O)O